(S)-5-(2-((4-((4-fluoro-2-methyl-1H-indol-5-yl)oxy)-6-methoxyquinolin-7-yl)oxy)ethyl)-5-azaspiro[2.4]heptan-7-ol FC1=C2C=C(NC2=CC=C1OC1=CC=NC2=CC(=C(C=C12)OC)OCCN1CC2(CC2)[C@@H](C1)O)C